N-({4-amino-1H,3H-furo[3,4-c]quinolin-7-yl}methyl)-2-cyclopropyl-N-[(1R,2R)-2-hydroxy-2,3-dihydro-1H-inden-1-yl]pyrimidine-5-carboxamide NC1=NC=2C=C(C=CC2C2=C1COC2)CN(C(=O)C=2C=NC(=NC2)C2CC2)[C@H]2[C@@H](CC1=CC=CC=C21)O